5-chloro-2-(furan-2-yl)-[1,2,4]triazolo[1,5-a]pyrimidin-7-amine ClC1=NC=2N(C(=C1)N)N=C(N2)C=2OC=CC2